N-((4-amino-7-(1H-pyrazol-5-yl)pyrrolo[1,2-a]quinoxalin-2-yl)methyl)methanesulfonamide NC=1C=2N(C3=CC=C(C=C3N1)C1=CC=NN1)C=C(C2)CNS(=O)(=O)C